6-(2,6-dichlorophenyl)-2-{[4-(4-methylpiperazin-1-yl)phenyl]amino}-8-(oxetan-3-yl)pyrido[2,3-d]pyrimidin-5(8H)-one ClC1=C(C(=CC=C1)Cl)C=1C(C2=C(N=C(N=C2)NC2=CC=C(C=C2)N2CCN(CC2)C)N(C1)C1COC1)=O